ClC=1C=C(C=CC1Cl)N1CC2C(C1)CN(C2)C(=O)C2=CC(NC1=CC=C(C=C21)[N+](=O)[O-])=O 4-(5-(3,4-dichlorophenyl)octahydropyrrolo[3,4-c]pyrrole-2-carbonyl)-6-nitroquinolin-2(1H)-one